tert-butyl (6-(4-bromo-3-methyl-1H-pyrazol-1-yl)pyridin-3-yl)carbamate BrC=1C(=NN(C1)C1=CC=C(C=N1)NC(OC(C)(C)C)=O)C